ClC1=C(C=C(C=C1N(C1=CC=C(C=C1)C(C)(C)C1=CC=CC=C1)C1=CC=C(C=C1)C(C)(C)C1=CC=CC=C1)C(C)(C)C1=CC=CC=C1)N(C1=CC=C(C=C1)C(C)(C)C1=CC=CC=C1)C1=CC=C(C=C1)C(C)(C)C1=CC=CC=C1 2-chloro-5-(2-phenylpropan-2-yl)-N1,N1,N3,N3-tetrakis(4-(2-phenylpropan-2-yl)phenyl)benzene-1,3-diamine